ClC1=C(C=CC(=C1)Cl)N1N=C(N(C1)C(F)F)C 2-(2,4-dichlorophenyl)-4-(difluoromethyl)-2,4-dihydro-5-methyl-3H-1,2,4-triazole